NC1=C(C=C(C=C1)Br)NC[C@@H](CCCOC1=C(C=NN1CC)C1=CC(=CN(C1=O)C)C(=O)OC)C methyl 5-(5-{[(4R)-5-[(2-amino-5-bromophenyl) amino]-4-methylpentyl] oxy}-1-ethylpyrazol-4-yl)-1-methyl-6-oxopyridine-3-carboxylate